6'-(((1S,3S)-3-((5-Chloropyrazin-2-yl)amino)cyclopentyl)amino)-5-(1H-tetrazol-5-yl)-2H-[1,3'-bipyridin]-2-one ClC=1N=CC(=NC1)N[C@@H]1C[C@H](CC1)NC1=CC=C(C=N1)N1C(C=CC(=C1)C1=NN=NN1)=O